ClC1=CC(=C2C(=N1)NN=C2)OC 6-chloro-4-methoxy-1H-pyrazolo[3,4-b]pyridine